C(C1=CC=CC=C1)OC1(C2=NN=C(C=3C(=CC(=C(OC4=CC(=CC(C=CCC1)=C4)F)N3)C(F)(F)F)[N+](=O)[O-])O2)C(F)(F)F 6-(benzyloxy)-13-fluoro-20-nitro-6,18-bis(trifluoromethyl)-16,23-dioxa-3,4,21-triazatetracyclo[15.3.1.12,5.111,15]tricosa-1(21),2,4,9,11(22),12,14,17,19-nonaene